ClC1=CN=CC(=N1)O[C@H]1C[C@H](N(CCC1)C(=O)OC(C)(C)C)C tert-butyl (2R,4R)-4-((6-chloropyrazin-2-yl)oxy)-2-methylazepane-1-carboxylate